1,1,1,3,3,3-Hexafluoropropan-2-yl (R)-1-((1-methyl-1H-pyrazol-3-yl)carbamoyl)-6-azaspiro[2.5]octan-6-carboxylat CN1N=C(C=C1)NC(=O)[C@@H]1CC12CCN(CC2)C(=O)OC(C(F)(F)F)C(F)(F)F